BrC=1C=C(C=CC1)[C@@]1(C2=C(NC=3N=CC=CC13)CC(CC2=O)(C)C)C (S)-5-(3-bromophenyl)-5,8,8-trimethyl-7,8,9,10-tetrahydrobenzo[b][1,8]naphthyridin-6(5H)-one